O1CCOC12CCN(CC2)C2=NOC(=C2)C(C(=O)OCC)C(C)C Ethyl 2-(3-(1,4-dioxa-8-azaspiro[4.5]decan-8-yl)isoxazol-5-yl)-3-methylbutanoate